N[C@@H](CC#N)CC (R)-3-aminopentanenitrile